2-[[1-[5-[3-[3-[[ethyl(methyl)sulfamoyl]amino]-2,6-difluoro-benzoyl]-1H-pyrrolo[2,3-b]pyridin-5-yl]pyrimidin-2-yl]-4-piperidyl]amino]acetic acid C(C)N(S(=O)(=O)NC=1C(=C(C(=O)C2=CNC3=NC=C(C=C32)C=3C=NC(=NC3)N3CCC(CC3)NCC(=O)O)C(=CC1)F)F)C